2,6-dimethylisoquinolin CN1CC2=CC=C(C=C2C=C1)C